(R)-1-cyclopropyl-4-((3,5-dimethylisoxazol-4-yl)methyl)-N-(1-methylcyclopropyl)-5-oxo-1,2,4,5-tetrahydroimidazo-[1,2-a]quinazoline-7-sulfonamide C1(CC1)[C@@H]1CN=C2N1C1=CC=C(C=C1C(N2CC=2C(=NOC2C)C)=O)S(=O)(=O)NC2(CC2)C